iridium(III) bis[(dimethylphenyl)quinoline] CC=1C(=C(C=CC1)C1=NC2=CC=CC=C2C=C1)C.CC=1C(=C(C=CC1)C1=NC2=CC=CC=C2C=C1)C.[Ir+3]